4-[[4-(2-methoxyphenyl)-1-piperazinyl]carbonyl]-2-(1-methylethyl)-1(2H)-phthalazinone COC1=C(C=CC=C1)N1CCN(CC1)C(=O)C1=NN(C(C2=CC=CC=C12)=O)C(C)C